C(C)(=O)OC1=CC=C2C=3C=CC=CC3C=CC2=C1 phenanthrene-7-yl acetate